FC1=CC=C(C=C1)C1=NC=2C(=NC(=CC2)N2CCNCC2)N1C1=CC(=NC=C1)NC(=O)C=1C=NC=CC1 N-{4-[2-(4-fluorophenyl)-5-(piperazin-1-yl)-3H-imidazo[4,5-b]Pyridin-3-yl]Pyridin-2-yl}pyridine-3-carboxamide